ClC=1C=NC(=NC1)N1CCC(CC1)CCCOC1=CC(=C(C=C1)CC(=O)NC=CC(=O)NC(CO)(CO)CO)F 3-[[2-[4-[3-[1-(5-chloropyrimidin-2-yl)-4-piperidinyl]propoxy]-2-fluoro-phenyl]acetyl]amino]-N-[2-hydroxy-1,1-bis(hydroxymethyl)ethyl]acrylamide